phenyl-p-nitroaniline C1(=CC=CC=C1)NC1=CC=C(C=C1)[N+](=O)[O-]